CN(C1CN(CC1)C1=C2C(=NC=NC2=CC=C1OC)N)C 5-(3-(dimethylamino)pyrrolidin-1-yl)-6-methoxyquinazolin-4-amine